methyl (Z)-2-acetamido-3-iodoacrylate C(C)(=O)N\C(\C(=O)OC)=C/I